4-fluoro-2-methoxybenzonitrile FC1=CC(=C(C#N)C=C1)OC